(S)-5-(Azetidin-2-ylmethoxy)-N-(1-(7-(imidazo[1,5-a]pyridin-1-yl)quinolin-5-yl)cyclopropyl)-2-methylbenzamide N1[C@@H](CC1)COC=1C=CC(=C(C(=O)NC2(CC2)C2=C3C=CC=NC3=CC(=C2)C=2N=CN3C2C=CC=C3)C1)C